(S)-2-(4-(3-(2-((6-Oxo-5-(trifluoromethyl)-1,6-dihydropyridazin-4-yl)amino)propoxy)propanoyl)piperazin-1-yl)nicotinonitrile O=C1C(=C(C=NN1)N[C@H](COCCC(=O)N1CCN(CC1)C1=C(C#N)C=CC=N1)C)C(F)(F)F